2-chloro-4-(1,1-difluoroethyl)pyridine ClC1=NC=CC(=C1)C(C)(F)F